COC([C@H](C)Cl)=O Methyl-(2S)-2-chloropropanoat